1-benzyl-N-((2r,3s)-2,5-dimethyl-4-oxo-2,3,4,5-tetrahydropyrido[3,2-b][1,4]oxazepin-3-yl)-4-fluoro-1H-pyrazole-3-carboxamide C(C1=CC=CC=C1)N1N=C(C(=C1)F)C(=O)N[C@@H]1C(N(C2=C(O[C@@H]1C)C=CC=N2)C)=O